2,4-dimethyldodecanoic acid CC(C(=O)O)CC(CCCCCCCC)C